N-(4-{4-amino-7-[1-(2-hydroxyethyl)piperidin-4-yl]pyrrolo[2,1-f][1,2,4]triazin-5-yl}-3-fluorophenyl)-1-(4-fluorophenyl)-2,5-dioxo-1,2,5,6,7,8-hexahydroquinoline-3-carboxamide NC1=NC=NN2C1=C(C=C2C2CCN(CC2)CCO)C2=C(C=C(C=C2)NC(=O)C=2C(N(C=1CCCC(C1C2)=O)C2=CC=C(C=C2)F)=O)F